CC1=C(C(C[C@@H](C1)O)(C)C)/C=C/C(=C/C=C/C(=C/C=C/C=C(\\C)/C=C/C=C(\\C)/C=C/[C@H]2C(=C[C@@H](CC2(C)C)O)C)/C)/C The molecule is a carotenol. It has a role as a food colouring and a plant metabolite. It derives from a hydride of a (6'R)-beta,epsilon-carotene.